(S)-2-(2,6-Dichlorobenzoylamino)-3-(4-(6'-fluoro-2'-oxospiro[cyclopropane-1,3'-indolin]-1'-yl)phenyl)propionic acid ClC1=C(C(=O)N[C@H](C(=O)O)CC2=CC=C(C=C2)N2C(C3(C4=CC=C(C=C24)F)CC3)=O)C(=CC=C1)Cl